CN1C(=CC(=C1)NC(=O)C=1N(C=C(N1)NC(=O)C=1N(C=C(C1)NC(=O)C1=CC2=C(N=C(N2)C=2N(C=CN2)C)C=C1)C)C)C(=O)O 1-methyl-4-(1-methyl-4-{1-methyl-4-[2-(1-methylimidazol-2-yl)-3H-1,3-benzodiazole-5-amido]pyrrole-2-amido}imidazole-2-amido)pyrrole-2-carboxylic acid